4-{5-[4-(tert-butylamino)-6-chloropyridin-3-yl]-1,3,4-thiadiazol-2-yl}piperazine-1-carboxylic acid tert-butyl ester C(C)(C)(C)OC(=O)N1CCN(CC1)C=1SC(=NN1)C=1C=NC(=CC1NC(C)(C)C)Cl